(S)-4-((1-(4-chloro-8-(4-(4-methylpiperazin-1-yl)phenyl)-1-oxo-2-phenyl-1,2-dihydroisoquinolin-3-yl)ethyl)amino)pyrido[2,3-d]pyrimidin-5(8H)-one ClC1=C(N(C(C2=C(C=CC=C12)C1=CC=C(C=C1)N1CCN(CC1)C)=O)C1=CC=CC=C1)[C@H](C)NC=1C2=C(N=CN1)NC=CC2=O